CO[C@@H]1[C@H]([C@H]2OC(OC[C@H]2O[C@H]1CC#C)(C)C)N1N=NC(=C1)C1=CC(=C(C(=C1)F)F)F 1-((4aR,6S,7R,8R,8aR)-7-methoxy-2,2-dimethyl-6-(prop-2-yn-1-yl)hexahydropyrano[3,2-d][1,3]dioxin-8-yl)-4-(3,4,5-trifluorophenyl)-1H-1,2,3-triazol